NCCOCCOCCOCCOCCOC1O[C@@H]([C@H]([C@@H]([C@@H]1O)O)O)CO (3S,4S,5S,6R)-2-((14-amino-3,6,9,12-tetraoxatetradecyl)oxy)-6-(hydroxymethyl)tetrahydro-2H-pyran-3,4,5-triol